(S)-1-(2-(1-(2-(1,2,4-thiadiazol-5-yl)-5-oxa-2-azaspiro[3.4]octan-7-yl)piperidin-4-yl)phenoxy)-2-methylpropan-2-ol S1N=CN=C1N1CC2(C1)OC[C@H](C2)N2CCC(CC2)C2=C(OCC(C)(O)C)C=CC=C2